(E)-1-(4-bromo-3-chlorobut-1-en-1-yl)-3-methylbenzene BrCC(/C=C/C1=CC(=CC=C1)C)Cl